C1(=C(C(=C(C(=C1O)O)O)O)O)O benzenehexaol